NC1=C(C=C(C(=O)N2[C@@H](CCCC2)C#CC#CC2=C3CN(C(C3=CC=C2)=O)C2C(NC(CC2)=O)=O)C=C1)OC 3-(4-{4-[(2S)-1-(4-amino-3-methoxybenzoyl)piperidin-2-yl]buta-1,3-diyn-1-yl}-1-oxo-3H-isoindol-2-yl)piperidine-2,6-dione